allyl 2,3,4,6-tetra-O-acetyl-α-D-mannopyranoside C(C)(=O)O[C@@H]1[C@@H](OCC=C)O[C@@H]([C@H]([C@@H]1OC(C)=O)OC(C)=O)COC(C)=O